NC1=NC=C(C=N1)C1=NC(=NC(=N1)N1CCOCC1)N1CCNCC1 4-(4-(2-Aminopyrimidin-5-yl)-6-morpholinyl-1,3,5-triazin-2-yl)piperazine